cerium-silicon-cerium [Ce].[Si].[Ce]